2-chloro-6-(difluoromethyl)-2'-methoxy-3,4'-bipyridine ClC1=NC(=CC=C1C1=CC(=NC=C1)OC)C(F)F